C1(=CC=CC=C1)[SiH](C1=CC=CC=C1)[Zr](C1C=CC=2CCCCC12)C1C=CC=2CCCCC12 diphenylsilylbis(4,5,6,7-tetrahydro-1-indenyl)zirconium